1-{2-[(dimethylcarbamoyl)amino]acetyl}-4-fluoro-N-{phenyl[4-(propan-2-yl)phenyl]methyl}pyrrolidine-2-carboxamide CN(C(=O)NCC(=O)N1C(CC(C1)F)C(=O)NC(C1=CC=C(C=C1)C(C)C)C1=CC=CC=C1)C